C(C)(=O)C(C(=O)OCCCC)C(O)(C(=O)OCCCC)CC(=O)OCCCC tributyl 2-acetylcitrate